methyl-(6-tertiary-butoxyhexyl)(tetramethylcyclopentadienyl)-tert-butylaminosilane C[Si](NC(C)(C)C)(C1(C(=C(C(=C1)C)C)C)C)CCCCCCOC(C)(C)C